ClC=1C=C(C=CC1)C1=CNC=2N=C(N=C(C21)N2CCOCC2)NC2=CC=C(C(=O)O)C=C2 4-((5-(3-chlorophenyl)-4-morpholino-7H-pyrrolo[2,3-d]pyrimidin-2-yl)amino)benzoic acid